7-(5-chloro-2-((1-methyl-1h-pyrazole-5-yl)amino)pyridine-4-yl)-2-(3-fluorobenzyl)-3,4-dihydropyrrolo[1,2-a]pyrazine-1(2H)-one ClC=1C(=CC(=NC1)NC1=CC=NN1C)C=1C=C2N(CCN(C2=O)CC2=CC(=CC=C2)F)C1